NCCN(CCN1C(N(CC1)CCNCCN(CC#N)CC#N)=O)CCNCC#N 2,2'-((2-((2-(3-(2-((2-aminoethyl)(2-((cyanomethyl)amino)ethyl)amino)ethyl)-2-oxoimidazolidin-1-yl)ethyl)amino)ethyl)azanediyl)diacetonitrile